2-chloro-4-(2-methyl-4-nitrophenoxy)pyridine ClC1=NC=CC(=C1)OC1=C(C=C(C=C1)[N+](=O)[O-])C